(R)-(4-(4-Fluorobenzyl)-7-azabicyclo[2.2.1]heptan-1-yl)-(3-fluorophenyl)methanol FC1=CC=C(CC23CCC(CC2)(N3)[C@H](O)C3=CC(=CC=C3)F)C=C1